(R)-1-(4-(4-((1-(3-(difluoromethyl)-2-fluorophenyl)ethyl)amino)-2-methyl-9,10-dihydro-8H-[1,4]oxazino[2,3-H]quinazolin-6-yl)-5,6-dihydropyridin-1(2H)-yl)ethanone FC(C=1C(=C(C=CC1)[C@@H](C)NC1=NC(=NC2=C3C(=C(C=C12)C1=CCN(CC1)C(C)=O)OCCN3)C)F)F